FC=1C=C2N(CCN(C2=CC1)CC1CCNCC1)C1=CC=C(C=C1)F 6-Fluoro-4-(4-fluorophenyl)-N-(piperidin-4-ylmethyl)-3,4-dihydroquinoxaline